2-((1-((6-chloroimidazo[2,1-b]thiazol-5-yl)methyl)-3-oxoisoindolin-2-yl)methyl)-5-oxa-7-azaspiro[3.4]octan-6-one ClC=1N=C2SC=CN2C1CC1N(C(C2=CC=CC=C12)=O)CC1CC2(C1)OC(NC2)=O